BrC=1C=C2C(C(NC2=CC1)=O)=O 5-Bromo-2,3-dioxo-2,3-dihydroindol